C(C)OCCO[Si](OCC)(OCC)C=C ethoxy(vinyltriethoxysilane)